tert-butyl (2-bromo-5-ethoxypyridin-4-yl)carbamate BrC1=NC=C(C(=C1)NC(OC(C)(C)C)=O)OCC